3,8-diethyl-2,6-decalindicarboxylic acid C(C)C1C(CC2C(CC(CC2C1)C(=O)O)CC)C(=O)O